O=C(CC[C@H]1NC(OC1)=O)N1CC(C1)C=1C=NC(=CC1)OC1=CC=C(C=C1)OC(F)(F)F (4R)-4-[3-Oxo-3-[3-[6-[4-(trifluoromethoxy)phenoxy]-3-pyridyl]azetidin-1-yl]propyl]oxazolidin-2-one